tert-Butyl 3-hydroxy-2,3,6,7-tetrahydro-1H-azepine-1-carboxylate OC1CN(CCC=C1)C(=O)OC(C)(C)C